CC1(CC2=CC=C(C=C2C1)C)C(C)=O 1-(2,5-dimethyl-2,3-dihydro-1H-inden-2-yl)ethanone